1-(9Z,12Z-octadecadienoyl)-2-(5Z,8Z,11Z,14Z-eicosatetraenoyl)-glycero-3-phospho-(1'-sn-glycerol) CCCCC/C=C\C/C=C\CCCCCCCC(=O)OC[C@H](COP(=O)(O)OC[C@H](CO)O)OC(=O)CCC/C=C\C/C=C\C/C=C\C/C=C\CCCCC